C(C=C)(=O)N1CCN(CC1)C(C=C)=O 1,4-diacryloyl-piperazine